(trans)-3-((2-((3-(((tert-butyldimethylsilyl)oxy)methyl)-5-chloro-4-(5,5-dimethyl-1,3,2-dioxaborinan-2-yl)phenyl)amino)-5-chloropyrimidin-4-yl)amino)tetrahydro-2H-pyran-4-carbonitrile [Si](C)(C)(C(C)(C)C)OCC=1C=C(C=C(C1B1OCC(CO1)(C)C)Cl)NC1=NC=C(C(=N1)N[C@@H]1COCC[C@H]1C#N)Cl